(methylamino)methyl-6-chloropyridine CNCC1=NC(=CC=C1)Cl